BrCC1=C(N=CN1C)[N+](=O)[O-] 5-(bromomethyl)-1-methyl-4-nitro-1H-imidazole